C(C)(=O)NC1=CC=C(C=C1)S(=O)(=O)N1C(CCCC1)C(=O)O 1-((4-acetamidophenyl)sulfonyl)piperidine-2-carboxylic acid